(Z)-N'-hydroxy-2-morpholinoacetimidamide O\N=C(\CN1CCOCC1)/N